[Si](C1=CC=CC=C1)(C1=CC=CC=C1)(C(C)(C)C)OC[C@H]1N(CC(=C1)C1=NC=CC=C1)C(=O)OC(C)(C)C tert-butyl (S)-2-(((tert-butyldiphenylsilyl) oxy)methyl)-4-(pyridin-2-yl)-2,5-dihydro-1H-pyrrole-1-carboxylate